6-((2S,3S)-2-benzyl-3-methoxypiperidin-1-yl)-4-morpholinopyridin-2(1H)-one C(C1=CC=CC=C1)[C@@H]1N(CCC[C@@H]1OC)C1=CC(=CC(N1)=O)N1CCOCC1